nickel gold (iii) [Au+3].[Ni+2]